C(#N)C1(CCCC1)NC(N(CCCCC1=CC=CC=C1)C(C)C1=CC(=C(C(=C1)OCC)C)OCC)=O N'-(1-cyanocyclopentyl)-N-[1-(3,5-diethoxy-4-methylphenyl)ethyl]-N-(4-phenylbutyl)urea